N-(3-(4-Methylpyridin-2-yl)-1H-pyrazol-5-yl)-4-morpholinopyrido[3',2':4,5]furo[3,2-d]pyrimidin-2-amine hydrochloride Cl.CC1=CC(=NC=C1)C1=NNC(=C1)NC=1N=C(C2=C(N1)C1=C(O2)N=CC=C1)N1CCOCC1